Cl.C[C@@H]1NCC1 (2S)-2-methylazetidine hydrochloride